[2-(methacryloylamino)ethyl]trimethyl-ammonium C(C(=C)C)(=O)NCC[N+](C)(C)C